2-(3-Chlorophenyl)-N-[4-(4-fluoro-1H-pyrazol-1-yl)-3-sulfamoylphenyl]acetamide ClC=1C=C(C=CC1)CC(=O)NC1=CC(=C(C=C1)N1N=CC(=C1)F)S(N)(=O)=O